C1(CC1)C1=NC(=NC2=CC=C(C=C12)N1C[C@H](N([C@H](C1)C)C(=O)OC(C)(C)C)C)C1=CC2=CN(N=C2C(=C1OCOC)F)C tert-butyl (2R,6S)-4-{4-cyclopropyl-2-[7-fluoro-6-(methoxymethoxy)-2-methylindazol-5-yl]quinazolin-6-yl}-2,6-dimethylpiperazine-1-carboxylate